CC1=CC=CC2=C1CCO2 4-methyl-2,3-dihydro-1-benzofuran